FC(C(F)(F)F)(N)OC1=C(C(=C(C(=C1F)F)F)F)F perfluorophenoxyethanamine